C(CCCCCC(=O)[O-])(=O)OC monomethyl pimelate